N1=CN=CC(=C1)CNC1=C2CCN(CC2=CC(=C1)C1=CC=C(C=C1)C(F)(F)F)C(C=C)=O 1-(5-((pyrimidin-5-ylmethyl)amino)-7-(4-(trifluoromethyl)phenyl)-3,4-dihydroisoquinolin-2(1H)-yl)prop-2-en-1-one